5-(Hydroxymethyl)isoxazole-3-carboxylic acid ethyl ester C(C)OC(=O)C1=NOC(=C1)CO